CC1=CC(=NN(C1=O)C=1C=NC=C(C1)C=1N(N=NC1)C)C(=O)OC methyl 5-methyl-1-[5-(3-methyltriazol-4-yl)-3-pyridyl]-6-oxo-pyridazine-3-carboxylate